tert-Butyl (3S,5S)-1-(6-bromo-3-(2-(2-fluoro-6-methoxyphenyl)pyrimidine-4-carboxamido)pyridin-2-yl)-5-(hydroxymethyl)pyrrolidin-3-ylcarbamate BrC1=CC=C(C(=N1)N1C[C@H](C[C@H]1CO)NC(OC(C)(C)C)=O)NC(=O)C1=NC(=NC=C1)C1=C(C=CC=C1OC)F